9-{(R)-2-[({[(S)-1-(isopropoxycarbonyl)ethyl]amino}(hexadecyloxypropyl)phosphoryl)methoxy]propyl}adenine C(C)(C)OC(=O)[C@H](C)NP(=O)(CCCOCCCCCCCCCCCCCCCC)CO[C@@H](CN1C2=NC=NC(=C2N=C1)N)C